5-(4-chlorophenoxy)-2,2-dimethyl-1-(4-((4-(trifluoromethoxy)phenyl)sulfonyl)piperazin-1-yl)pentan-1-one ClC1=CC=C(OCCCC(C(=O)N2CCN(CC2)S(=O)(=O)C2=CC=C(C=C2)OC(F)(F)F)(C)C)C=C1